C(C)OC1=NC=CC(=C1)C1=CC=C(C=C1)[C@@H](C)N1N=CC2=CC=CC(=C12)C(=O)NC1CC2(CCC2)C1 (Sa)-6-(1-((R)-1-(4-(2-Ethoxypyridin-4-yl)phenyl)ethyl)-1H-indazol-7-carboxamido)spiro[3.3]heptan